dimethylsilylene(2,6,6-trimethyl-1,5,6,7-tetrahydro-s-indacen-1-yl)(tert-butylamino)dimethyl-titanium CC([Ti](C=[SiH2])(NC(C)(C)C)C1C(=CC2=CC=3CC(CC3C=C12)(C)C)C)C